C(=CC)N1C[C@@H](NCC1)C (S)-1-propenyl-3-methylpiperazine